N-(2-(4-amino-3-(4-phenoxyphenyl)-1H-pyrazolo[3,4-d]pyrimidin-1-yl)ethyl)-2-(N,N-dimethylsulfamoyl)-3,4,5,6-tetrafluorobenzamide NC1=C2C(=NC=N1)N(N=C2C2=CC=C(C=C2)OC2=CC=CC=C2)CCNC(C2=C(C(=C(C(=C2F)F)F)F)S(N(C)C)(=O)=O)=O